3-Hydroxy-1-(5-(methoxymethyl)-1-(pyridazin-4-yl)-1H-pyrazol-4-yl)-3-(3,4,5-trifluorobenzyl)pyrrolidin-2-one OC1(C(N(CC1)C=1C=NN(C1COC)C1=CN=NC=C1)=O)CC1=CC(=C(C(=C1)F)F)F